FC1=CC(=C(C(=C1)C(C)C)NC(=O)N=[S@@](=O)(N)C1=CC(=CC=C1)C(C)(C)O)C(C)C (S)-N'-(4-fluoro-2,6-diisopropylphenylcarbamoyl)-3-(2-hydroxypropan-2-yl)benzenesulfonimidamide